6-(5-(3-isopropyl-2-methyl-3H-imidazo[4,5-b]pyridin-5-yl)-7H-pyrrolo[2,3-d]pyrimidin-2-yl)quinoline C(C)(C)N1C(=NC=2C1=NC(=CC2)C2=CNC=1N=C(N=CC12)C=1C=C2C=CC=NC2=CC1)C